(2s,3r)-2-(((2-(1,5-dimethyl-6-oxo-1,6-dihydropyridin-3-yl)-1-((tetrahydro-2H-pyran-4-yl)methyl)-1H-benzo[d]imidazol-5-yl)methyl)amino)-3-hydroxybutanoic acid isopropyl ester edisylate S(=O)(=O)(O)CCS(=O)(=O)O.C(C)(C)OC([C@H]([C@@H](C)O)NCC1=CC2=C(N(C(=N2)C2=CN(C(C(=C2)C)=O)C)CC2CCOCC2)C=C1)=O